FC=1C=C2/C(/C(NC2=CC1)=O)=C/C1=C(C(=C(N1)C)C(=O)O)C (Z)-5-((5-Fluoro-2-oxoindolin-3-ylidene)methyl)-2,4-dimethyl-1H-pyrrole-3-carboxylic acid